[K].C(#N)[Fe](C#N)(C#N)(C#N)(C#N)C#N hexacyanoiron potassium